C1=CC=CC=2C3=CC=CC=C3N(C12)C1=CC=C(C=C1)C=1C=CC=2N(C3=CC=CC=C3C2C1)C1=CC=C(C=C1)C=1C(=CC(=C(C1)C1=NC(=CC(=N1)C1=CC=CC=C1)C1=CC=CC=C1)C#N)C1=CC=C(C=C1)N1C2=CC=CC=C2C=2C=C(C=CC12)C1=CC=C(C=C1)N1C2=CC=CC=C2C=2C=CC=CC12 4,4''-bis(3-(4-(9H-carbazol-9-yl)phenyl)-9H-carbazol-9-yl)-5'-(4,6-diphenylpyrimidin-2-yl)-[1,1':2',1''-terphenyl]-4'-carbonitrile